OC=1C(=NC=CC1OC)C(=O)N[C@H](C(=O)OC1C(CC1)(C1=CC=C(C=C1)F)C1=CC=C(C=C1)F)C [2,2-bis(4-fluorophenyl) cyclobutyl] (2S)-2-[(3-hydroxy-4-methoxy-pyridine-2-carbonyl) amino]propanoate